(2S,4R)-4-hydroxy-5,5-dimethylpiperidin O[C@@H]1CCNCC1(C)C